N-(3,6-dihydroxy-9H-fluoren-9-yl)-2-oxo-6-(trifluoromethyl)-1,2-dihydropyridine-3-carboxamide OC=1C=CC=2C(C3=CC=C(C=C3C2C1)O)NC(=O)C=1C(NC(=CC1)C(F)(F)F)=O